3-((4-acetamidopiperidin-1-yl)sulfonyl)-4-fluoro-N-(6-(1-methyl-1H-pyrazol-4-yl)isoquinolin-3-yl)benzamide C(C)(=O)NC1CCN(CC1)S(=O)(=O)C=1C=C(C(=O)NC=2N=CC3=CC=C(C=C3C2)C=2C=NN(C2)C)C=CC1F